C(C)(C)(C)OC(=O)N(C(OC(C)(C)C)=O)C1=NOC2=NC(=CC(=C21)OC)Cl tert-butyl (tert-butoxycarbonyl)(6-chloro-4-methoxyisoxazolo[5,4-b]pyridin-3-yl)carbamate